6,7-dihydro-4H-pyrazolo[4,3-c]pyridine N1N=CC=2CNCCC21